C(CCCCCCCCCCC)C([C@H](O)[C@@H](O)[C@H](O)[C@H](O)CO)(O)C lauryl-methylglucitol